COC1=CC=C(C=C1)C1=CC=2N(C(C=C(C2S1)C1=CC=CC=C1)=O)C 2-(4-Methoxyphenyl)-4-methyl-7-phenylthieno[3,2-b]pyridine-5(4H)-one